C[SiH](O[Si](O[Si](O[SiH](C=CCCCC)C)(C=CCCCC)C)(C=CCCCC)C)C=CCCCC 1,3,5,7-tetramethyl-1,3,5,7-tetrahexenyltetrasiloxane